(3S,4R,5R)-1-(((R)-1-(3-(trifluoromethyl)pyridin-2-yl)piperidin-3-yl)methyl)piperidine-3,4,5-triol FC(C=1C(=NC=CC1)N1C[C@H](CCC1)CN1C[C@@H](C([C@@H](C1)O)O)O)(F)F